tert-butyl 6-keto-8-oxa-2,5-diazaspiro[3.5]nonane-2-carboxylate O=C1NC2(CN(C2)C(=O)OC(C)(C)C)COC1